Cl.Cl.N[C@]1([C@@H](CC[C@H](C1)CCB(O)O)CNC([C@H](CCC(=O)O)N)=O)C(=O)O (1R,2S,5R)-1-Amino-2-(((S)-2-amino-4-carboxybutanamido)methyl)-5-(2-boronoethyl)cyclohexane-1-carboxylic acid dihydrochloride